4-(2-(2-((3R,4R)-3-Amino-4-fluoropiperidin-1-yl)-5,6-difluoro-1H-benzo[d]imidazol-1-yl)acetyl)-N-methylmorpholin-2-carboxamid N[C@@H]1CN(CC[C@H]1F)C1=NC2=C(N1CC(=O)N1CC(OCC1)C(=O)NC)C=C(C(=C2)F)F